NC1=NC=C(C=C1O[C@H](C)C=1C=C(C=CC1)NC(C1=NC=C(C=C1)C)=O)Cl (R)-N-(3-(1-((2-amino-5-chloropyridin-3-yl)oxy)ethyl)-phenyl)-5-methylpicolinamide